NC1=NC2=C(C3=CN=CC=C13)C=C(C(=C2)F)C(=O)N(C2CCC1=CC(=CC=C21)C(F)(F)F)C=2C=NN(C2)C 5-amino-8-fluoro-N-(1-methyl-1H-pyrazol-4-yl)-N-(5-(trifluoromethyl)-2,3-dihydro-1H-inden-1-yl)benzo[c][2,6]naphthyridin-9-carboxamide